C1(CCCCC1)C1=C(C(=O)N)C=CC(=C1)NC=1SC=C(N1)C1=CC(=CC(=C1)O)O cyclohexyl-4-((4-(3,5-dihydroxyphenyl)thiazol-2-yl)amino)benzamide